C1=CC=CC=2C3=CC=CC=C3C(C12)COC(=O)N[C@H](C(=O)OC)CN Methyl (S)-2-((((9H-fluoren-9-yl)methoxy)carbonyl)amino)-3-aminopropanoate